F[C@@H]1C[C@@H](N(C1)C1CCN(CC1)C1CC2(C1)CN(CC2)C(=O)OCC)CO ethyl cis-2-{4-[(2R,4R)-4-fluoro-2-(hydroxymethyl)pyrrolidin-1-yl]piperidin-1-yl}-6-azaspiro[3.4]octane-6-carboxylate